1-[1-methyl-6-(piperidin-4-yl)indazol-3-yl]-1,3-diazine-2,4-dione CN1N=C(C2=CC=C(C=C12)C1CCNCC1)N1C(NC(C=C1)=O)=O